β-fluoroasparagine FC([C@H](N)C(=O)O)C(N)=O